tris(4-cinnamylphenyl) phosphite P(OC1=CC=C(C=C1)CC=CC1=CC=CC=C1)(OC1=CC=C(C=C1)CC=CC1=CC=CC=C1)OC1=CC=C(C=C1)CC=CC1=CC=CC=C1